tert-butyl (1R,4R,5S)-5-((7-(chroman-8-yl)-8-fluoro-3-iodo-2-((S)-1-((S)-1-methylpyrrolidin-2-yl)ethoxy)-1,6-naphthyridin-4-yl)amino)-2-azabicyclo[2.1.1]hexane-2-carboxylate O1CCCC2=CC=CC(=C12)C1=NC=C2C(=C(C(=NC2=C1F)O[C@@H](C)[C@H]1N(CCC1)C)I)N[C@H]1[C@H]2CN([C@@H]1C2)C(=O)OC(C)(C)C